[Cl-].OC(COCC)C[N+](C)(C)C Ethyl 2-Hydroxy-3-(Trimethylammonio)Propyl Ether Chlorid